FC1NCCC(C1)C(=O)O 2-fluoro-piperidin-4-carboxylic acid